(S)-1-(4-fluorophenyl)-N-((S)-1,4-oxazepan-6-yl)-3,4-dihydroisoquinoline-2(1H)-carboxamide FC1=CC=C(C=C1)[C@@H]1N(CCC2=CC=CC=C12)C(=O)N[C@H]1CNCCOC1